Cl(=O)(=O)(=O)[O-].O=CC(=O)[O-].[Fe+3].CC=1C=CC(=NC1)O[C@@H]1CC[C@H](CC1)C1=NN=C(N1C1=CC=C(C=C1)C)C trans-5-Methyl-2-[4-[5-methyl-4-(4-methylphenyl)-1,2,4-triazol-3-yl]cyclohexyl]oxypyridine Iron (III) oxoacetate perchlorate